5-[(2R)-2-(2,5-difluorophenyl)pyrrolidin-1-yl]-N-[12-[4-[(2,6-dioxo-3-piperidyl)amino]phenyl]dodecyl]pyrazolo[1,5-a]pyrimidine-3-carboxamide FC1=C(C=C(C=C1)F)[C@@H]1N(CCC1)C1=NC=2N(C=C1)N=CC2C(=O)NCCCCCCCCCCCCC2=CC=C(C=C2)NC2C(NC(CC2)=O)=O